FC(C1=CC=C(C=C1)NC=1C(=NC=CN1)C=1CCN(CC1)C(=O)OC(C)(C)C)(F)F tert-butyl 4-(3-{[4-(trifluoromethyl)phenyl]amino}pyrazin-2-yl)-3,6-dihydro-2H-pyridine-1-carboxylate